OC=1C=C(C2=CC=CC=C2C1)C1=CC=2N=CN=C(C2C=N1)N1CCN(CC1)C(=O)OC(C)(C)C tert-butyl 4-(7-(3-hydroxynaphthalen-1-yl)pyrido[4,3-d]pyrimidin-4-yl)piperazine-1-carboxylate